(Sa)-6-(4-Chloro-1-(4-(6-(trifluoromethoxy)pyridin-2-yl)benzyl)-1H-indazol-7-carboxamido)spiro[3.3]heptan ClC1=C2C=NN(C2=C(C=C1)C(=O)NC1CC2(CCC2)C1)CC1=CC=C(C=C1)C1=NC(=CC=C1)OC(F)(F)F